N-(7-(4,4-difluoropiperidin-1-yl)-4-((2-(2-fluorophenyl)pyridin-4-yl)amino)quinazolin-6-yl)-2-fluoroacrylamide FC1(CCN(CC1)C1=C(C=C2C(=NC=NC2=C1)NC1=CC(=NC=C1)C1=C(C=CC=C1)F)NC(C(=C)F)=O)F